(S,Z)-1-(methylsulfonyl)pent-1-en-3-amine CS(=O)(=O)\C=C/[C@H](CC)N